CC=1C=CC=C2C=CN(C12)C1C(NCCC2=C1C=CC=C2)=O 7-methyl-N-(2-oxo-2,3,4,5-tetrahydro-1H-benzo[d]azepin-1-yl)-1H-indole